bromo-(2-chloro-phenyl)-acetic acid methyl ester COC(C(C1=C(C=CC=C1)Cl)Br)=O